COC1=CC=C2C(=NC=NC2=C1)N1CC(C1)CCNS(=O)(=O)NC(OC(C)(C)C)=O tert-butyl N-(2-(1-(7-methoxyquinazolin-4-yl)azetidin-3-yl)ethyl)sulfamoylcarbamate